1,5-dimethyl-3-(3-(tert-butyl)phenyl)-pyrazole-4-ol CN1N=C(C(=C1C)O)C1=CC(=CC=C1)C(C)(C)C